tert-butyl (R)-3-((6-chloro-4-cyclopropylpyridazin-3-yl)amino)piperidine-1-carboxylate ClC1=CC(=C(N=N1)N[C@H]1CN(CCC1)C(=O)OC(C)(C)C)C1CC1